C(C)(C)(C)C1=C(C(C(=O)[O-])=CC(=C1)C(C)(C)C)O.[Mn+2].C(C)(C)(C)C1=C(C(C(=O)[O-])=CC(=C1)C(C)(C)C)O manganese 3,5-di-tert-butylsalicylate